N-ethyl-lysine C(C)N[C@@H](CCCCN)C(=O)O